tert-butyl 5-carbamoyl-3',3'-difluoro-6-(4-phenoxyphenyl)-3',6'-dihydro-[2,4'-bipyridine]-1'(2'H)-carboxylate C(N)(=O)C=1C=CC(=NC1C1=CC=C(C=C1)OC1=CC=CC=C1)C=1C(CN(CC1)C(=O)OC(C)(C)C)(F)F